(S)-6-(2-(2-(6-(4-(1-(3-(1-methyl-4-(5-(pyridin-4-yl)-4H-1,2,4-triazol-3-yl)piperidin-4-ylamino)benzamido)ethyl)phenoxy)hexyloxy)ethoxy)ethoxy)hexanoic acid CN1CCC(CC1)(C1=NN=C(N1)C1=CC=NC=C1)NC=1C=C(C(=O)N[C@@H](C)C2=CC=C(OCCCCCCOCCOCCOCCCCCC(=O)O)C=C2)C=CC1